C(C1=CC=CC=C1)N[C@H](CO)C1OCCC1 (2R)-2-(benzylamino)-2-tetrahydrofuran-2-yl-ethanol